Cl.ClC1=CC=C(C=C1)CNC(=O)[C@H]1NC[C@@H](C1)O (2S,4R)-N-[(4-chlorophenyl)methyl]-4-hydroxypyrrolidine-2-carboxamide hydrochloride